4-bromo-2-(2-fluoroprop-2-yl)pyridine BrC1=CC(=NC=C1)C(C)(C)F